(1R,5S)-2-(((7-chloro-1-(2,4-dimethoxybenzyl)-2,4-dioxa-1,2,3,4-Tetrahydropyrido[4,3-d]pyrimidin-5-yl)oxy)methyl)-3,8-diazabicyclo[3.2.1]octane-8-carboxylic acid tert-Butyl ester C(C)(C)(C)OC(=O)N1[C@H]2C(NC[C@@H]1CC2)COC2=NC(=CC=1N(ONOC12)CC1=C(C=C(C=C1)OC)OC)Cl